3-[5,7-difluoro-2-(4-fluorophenyl)-1H-indol-3-yl]cyclobutanecarbonitrile FC=1C=C2C(=C(NC2=C(C1)F)C1=CC=C(C=C1)F)C1CC(C1)C#N